4-(6-((4-chlorophenyl)ethynyl)-2-(2,4,5-trimethoxyphenyl)-1H-benzo[d]imidazol-5-yl)morpholine ClC1=CC=C(C=C1)C#CC=1C(=CC2=C(NC(=N2)C2=C(C=C(C(=C2)OC)OC)OC)C1)N1CCOCC1